6-Methyl-triazolo[1,5-a]pyrazine CC=1N=CC=2N(C1)N=NC2